NC=1C=C2C=C(C(N(C2=CC1)C)=O)OCC1CN(CCO1)C(=O)OC(C)(C)C tert-Butyl 2-(((6-amino-1-methyl-2-oxo-1,2-dihydroquinolin-3-yl)oxy)methyl)morpholine-4-carboxylate